Cl.NCC1=CC=C2CN(C(C2=C1)=O)C1C(NC(CC1)=O)=O 3-(6-(aminomethyl)-1-oxo-isoindolin-2-yl)piperidine-2,6-dione hydrochloride